FC(C(=O)[O-])(F)F.C(C)(C)(C)OC(=O)NS(=O)(=O)N(C=1C=NN(C1)C)C[C@H]1[NH+](C[C@@H](C1)F)C (2S,4R)-2-{[({[(tert-butoxy)carbonyl]amino}sulfonyl)(1-methyl-1H-pyrazol-4-yl)amino]methyl}-4-fluoro-1-methylpyrrolidin-1-ium trifluoroacetate